COC1=C(C(=O)C2=CC=NC=C2C(=O)OC)C=CC(=C1)C methyl 4-(2-methoxy-4-methylbenzoyl)nicotinate